CN(C1CCC(CC1)C1=CN(C2=CN=CC=C21)C2=C(C(=O)N(C)C(C)C)C=C(C=C2)F)C 2-(3-(4-(dimethylamino)cyclohexyl)-1H-pyrrolo[2,3-c]pyridin-1-yl)-5-fluoro-N-isopropyl-N-methylbenzamide